2-(9-bromo-6,7-dichloro-1-methyl-1,3,4,5-tetrahydro-2H-pyrido[4,3-b]indol-2-yl)(5-methoxypyrimidin-2-yl)methanone BrC=1C=2C3=C(NC2C(=C(C1)Cl)Cl)CCN(C3C)C3(NC=C(C=N3)OC)C=O